CC1(CCC1)OC=1C(=NON1)C(=O)N 4-(1-methylcyclobutoxy)-1,2,5-oxadiazole-3-carboxamide